dimethyl-2,4,6-trinitro-1,3-phenylenediamine CNC1=C(C(=C(C=C1[N+](=O)[O-])[N+](=O)[O-])NC)[N+](=O)[O-]